O[C@H]1[C@H](O)[C@@H](O)[C@@H](O)[C@H](O1)CO beta-D-galactopyranose